5-Methyl-1-(1-(4-(2-oxoindolin-5-yl)benzyl)-1H-indol-5-yl)-1H-pyrazol-3-carboxamid CC1=CC(=NN1C=1C=C2C=CN(C2=CC1)CC1=CC=C(C=C1)C=1C=C2CC(NC2=CC1)=O)C(=O)N